4-methoxyquinolin COC1=CC=NC2=CC=CC=C12